O1N=C(C2=C1C=CC=C2)N2CC1N(CC2)CC(CC1)COC1=CC=CC=C1 2-(benzo[d]isoxazol-3-yl)-7-(phenoxymethyl)octahydropyrido[1,2-a]pyrazine